5-(2-(3-chloro-4,5-dimethoxyphenylamino)-5-fluoropyrimidin-4-ylamino)benzo[d]oxazol-2(3H)-one trifluoroacetate salt FC(C(=O)O)(F)F.ClC=1C=C(C=C(C1OC)OC)NC1=NC=C(C(=N1)NC=1C=CC2=C(NC(O2)=O)C1)F